4-(1-ethyl-4-(trifluoromethyl)-1H-imidazol-2-yl)phenol C(C)N1C(=NC(=C1)C(F)(F)F)C1=CC=C(C=C1)O